methyl 2-(2-(4-methoxyphenyl) butyrylamino)-5-carbamoyl-4-methylthiophene-3-carboxylate COC1=CC=C(C=C1)C(C(=O)NC=1SC(=C(C1C(=O)OC)C)C(N)=O)CC